2'-deoxyguanosine-5'-triphosphate P(O)(=O)(OP(=O)(O)OP(=O)(O)O)OC[C@@H]1[C@H](C[C@@H](O1)N1C=NC=2C(=O)NC(N)=NC12)O